CC1(N(CC(NC1)C1=CC(=NC(=C1)Cl)Br)C(=O)[O-])C(=O)[O-] 2-methyl-5-(2-bromo-6-chloropyridin-4-yl)piperazine-1,2-dicarboxylate